((2R,3R)-3-(2-fluorophenyl)-1,4-dioxaspiro[4.5]decan-2-yl)methyl sulfamate S(N)(OC[C@H]1OC2(O[C@@H]1C1=C(C=CC=C1)F)CCCCC2)(=O)=O